(6-(2-(6-Cyanopyridin-2-yl)-2-methylpropanyl)pyridin-3-yl)carbamic acid tert-butyl ester C(C)(C)(C)OC(NC=1C=NC(=CC1)CC(C)(C)C1=NC(=CC=C1)C#N)=O